ClC=1C=C(OC=2C=CC(=C3C=CC=NC23)CNC(C=C)=O)C=CC1 N-[{8-(3-chlorophenoxy)quinolin-5-yl}methyl]acrylamide